C1=C(C=CC=2OC3=C(C21)C=CC=C3)[C@@H](CF)N |o1:13| (S*)-1-(dibenzo[b,d]furan-2-yl)-2-fluoroethan-1-amine